N1=CC=C(C=C1)C1=CC=2C=NC(=CC2N1)NC1CCOCC1 2-(pyridin-4-yl)-N-(tetrahydro-2H-pyran-4-yl)-1H-pyrrolo[3,2-c]pyridin-6-amine